N1(CCCCC1)CCCNC(=O)C1=CC2=C(N3C(S2)=NC(=C3)C3=CC=C(C=C3)C3N(CCC3)C(=O)[O-])C=C1 2-(4-(7-((3-(piperidin-1-yl)propyl)carbamoyl)benzo[d]imidazo[2,1-b]thiazol-2-yl)phenyl)pyrrolidine-1-carboxylate